C(C)(=O)N1N=C(CC1C1=CC=C(C=C1)C1=CC=C(C=C1)Br)C=1C(NC2=CC=C(C=C2C1C1=CC=CC=C1)Cl)=O 3-[2-acetyl-3-[4-(4-bromophenyl)phenyl]-3,4-dihydropyrazol-5-yl]-6-chloro-4-phenyl-1H-quinolin-2-one